tert-Butyl N-[(3S,4S)-1-[(6S)-6-[3-amino-6-methylthieno[2,3-b]pyridine-2-amido]-5,6,7,8-tetrahydroquinolin-2-yl]-4-(fluoromethyl)pyrrolidin-3-yl]carbamate NC1=C(SC2=NC(=CC=C21)C)C(=O)N[C@@H]2CC=1C=CC(=NC1CC2)N2C[C@H]([C@H](C2)CF)NC(OC(C)(C)C)=O